3-methyl-2-(trimethylsilyl)-1-(2-(trimethylsilyl)phenyl)-1H-indole CC1=C(N(C2=CC=CC=C12)C1=C(C=CC=C1)[Si](C)(C)C)[Si](C)(C)C